S(=O)(=O)(ON1C([C@@H](C1=O)NC(\C(\C=1N=C(SC1)N)=N/OC[C@@H]1OC2=CC=C(C=C2CC1)C=1C=[N+](N(C1)CCCN)C)=O)(C)C)[O-] (S)-3-((Z)-2-((((R)-6-(1-(3-aminopropyl)-2-methyl-1H-pyrazol-2-ium-4-yl)chroman-2-yl)methoxy)imino)-2-(2-aminothiazol-4-yl)acetamido)-2,2-dimethyl-4-oxoazetidin-1-yl sulfate